N-(4-methyl-3-nitrophenyl)-2-morpholinoisonicotinamide CC1=C(C=C(C=C1)NC(C1=CC(=NC=C1)N1CCOCC1)=O)[N+](=O)[O-]